Butyl-Guanidinium C(CCC)NC(=[NH2+])N